FC1(CCCC=2C(=NC(=NC12)N1[C@H](CCCCC1)C)N1C[C@H]2C([C@@H](C1)C2)CC(=O)O)F 2-((1r,5S,6r)-3-(8,8-difluoro-2-((S)-2-methylazepan-1-yl)-5,6,7,8-tetrahydroquinazolin-4-yl)-3-azabicyclo[3.1.1]heptan-6-yl)acetic acid